ClC1=C2C(=NC=C1C=1C(=C(C=CC1)C(=O)N1[C@H](CCCC1)C=1C=NN(C1)C)F)NCC21CCC(CC1)O (3-((1r,4r)-4'-Chloro-4-hydroxy-1',2'-dihydrospiro[cyclohexane-1,3'-pyrrolo[2,3-b]pyridin]-5'-yl)-2-fluorophenyl)((R)-2-(1-methyl-1H-pyrazol-4-yl)piperidin-1-yl)methanone